((prop-2-yn-1-yloxy)methyl)benzene C(C#C)OCC1=CC=CC=C1